3-(3-Fluoro-4-(4-(3-methoxy-4-(4,4,5,5-tetramethyl-1,3,2-dioxaborolan-2-yl)phenethyl)piperidin-1-yl)phenyl)piperidine-2,6-dione FC=1C=C(C=CC1N1CCC(CC1)CCC1=CC(=C(C=C1)B1OC(C(O1)(C)C)(C)C)OC)C1C(NC(CC1)=O)=O